C(=O)(OC(C)(C)C)N1C(CC1)C1=NN(C(=C1)C(N)=O)C 1-Boc-2-(5-carbamoyl-1-methyl-1H-pyrazol-3-yl)azetidine